N-(5-((6-((R)-3-(2-fluoro-3-methylphenyl)-isoxazolidine-2-yl)pyrimidine-4-yl)amino)-2-(4-(4-isopropylpiperazine-1-yl)piperidine-1-yl)-4-methoxyphenyl)acrylamide FC1=C(C=CC=C1C)[C@@H]1N(OCC1)C1=CC(=NC=N1)NC=1C(=CC(=C(C1)NC(C=C)=O)N1CCC(CC1)N1CCN(CC1)C(C)C)OC